2-(cis-3-((tert-butyldimethylsilyl)oxy)cyclopentyl)-7-(1-(tetrahydro-2H-pyran-2-yl)-1H-pyrazol-5-yl)-2H-pyrazolo[4,3-c]Quinolin-4-amine [Si](C)(C)(C(C)(C)C)O[C@H]1C[C@H](CC1)N1N=C2C(C(=NC=3C=C(C=CC23)C2=CC=NN2C2OCCCC2)N)=C1